C[C@@H]1CN(CC[C@@H]1NC1=NC=C(C(=N1)C1=CC2=C(C3(NC2=O)CC3)S1)C(F)(F)F)S(=O)(=O)C 2'-(2-(((3R,4S)-3-methyl-1-(methylsulfonyl)piperidin-4-yl)amino)-5-(trifluoromethyl)pyrimidin-4-yl)spiro[cyclopropane-1,6'-thieno[2,3-c]pyrrol]-4'(5'H)-one